(3aR,5R,6aS)-N-{(1R,6S)-2,2-difluoro-6-[4-(propan-2-yl)piperazin-1-yl]cyclohexyl}-5-(2-fluorophenyl)hexahydrocyclopenta[c]pyrrole-2(1H)-carboxamide FC1([C@@H]([C@H](CCC1)N1CCN(CC1)C(C)C)NC(=O)N1C[C@@H]2[C@H](C1)CC(C2)C2=C(C=CC=C2)F)F